ClC=1C=C2C=CN=C(C2=CN1)NCC(F)F 6-chloro-N-(2,2-difluoroethyl)-2,7-naphthyridin-1-amine